tert-butyl-rel-(1R,6S)-8-oxo-1-({[(CIS)-4-phenylcyclohexyl]oxy}methyl)-11-oxa-2,7-diazaspiro[5.6]dodecane-2-carboxylate C(C)(C)(C)OC(=O)N1[C@H]([C@]2(CCC1)NC(CCOC2)=O)CO[C@@H]2CC[C@@H](CC2)C2=CC=CC=C2 |o1:8,9|